7-(Methoxymethyl)-N-methyl-N-Phenyl-[1,2,4]triazolo[4,3-a]quinazolin-5-amine COCC=1C=C2C(=NC=3N(C2=CC1)C=NN3)N(C3=CC=CC=C3)C